[N+](=O)(OCCCCC[N+](=O)[O-])[O-] nitropentyl nitrate